C(CCC)C1=C(C(=C2C=C3C=CC=CC3=CC2=C1)S(=O)(=O)O)S(=O)(=O)O butyl-anthracenedisulfonic acid